ClC=1N=C(C2=C(N1)CCOC2)NC=2N=CN(C2)C2=CC(=C(C(=C2)OC)OC)OC 2-chloro-N-(1-(3,4,5-trimethoxyphenyl)-1H-imidazol-4-yl)-7,8-dihydro-5H-pyrano[4,3-d]pyrimidin-4-amine